C12C(C3CC(CC(C1)C3)C2)NCCNC(=O)C2=NN(C(=C2C)C2=CC=C(C=C2)Cl)C2=CC=C(C=C2)C#N N-(2-((1r,3r,5r,7r)-adamantan-2-ylamino)ethyl)-5-(4-chlorophenyl)-1-(4-cyanophenyl)-4-methyl-1H-pyrazole-3-carboxamide